NP(O)(O)=O.O1C(=O)C=CC2=CC=CC=C12 coumarin aminophosphonate